3-fluoro-4-[[1-[3-[2-[(5-methyltetrazol-2-yl)methyl]-4-(trifluoromethyl)phenyl]propanoyl]-piperidin-4-yl]methylsulfonyl]-benzenesulfonamide FC=1C=C(C=CC1S(=O)(=O)CC1CCN(CC1)C(CCC1=C(C=C(C=C1)C(F)(F)F)CN1N=C(N=N1)C)=O)S(=O)(=O)N